bis(phenylsulfonyl)-[1,1'-biphenyl] C1(=CC=CC=C1)S(=O)(=O)C1=CC=C(C=C1)C1=CC=C(C=C1)S(=O)(=O)C1=CC=CC=C1